2-[5-fluoro-2-(trifluoromethyl)phenyl]-N-[(1R,3S)-3-{[2-(trifluoromethyl)quinolin-4-yl]amino}cyclohexyl]acetamide FC=1C=CC(=C(C1)CC(=O)N[C@H]1C[C@H](CCC1)NC1=CC(=NC2=CC=CC=C12)C(F)(F)F)C(F)(F)F